FC(OC=1C=2N(C=C(C1)C(F)(F)F)C[C@@]1(CSCC3=C(C=CC=C13)F)N2)F (S)-8-(difluoromethoxy)-8'-fluoro-6-(trifluoromethyl)-3H-spiro[imidazo[1,2-a]pyridine-2,4'-isothiochroman]